ClC=1C=C(C=CC1)C1(CC1)NC(CC(C1=CC=CC=C1)O)=O N-[1-(3-Chlorophenyl)cyclopropyl]-β-hydroxybenzenepropanamide